[Si](C)(C)(C(C)(C)C)OCC1=NC=CC2=C1C=C(N2S(=O)(=O)C2=CC=C(C)C=C2)I 4-(((tert-butyldimethylsilyl)oxy)methyl)-2-iodo-1-tosyl-1H-pyrrolo[3,2-c]pyridine